COC(=O)C1=CN(C(C=C1)=O)C1NCOC1 1-(oxazolidin-4-yl)-6-oxo-1,6-dihydropyridine-3-carboxylic acid methyl ester